methyl 2-(tert-butoxycarbonylamino)-3-tetrahydropyran-3-yl-prop-2-enoate C(C)(C)(C)OC(=O)NC(C(=O)OC)=CC1COCCC1